BrC1=NN(C(=N1)C)C1=CC=CC=C1 3-Bromo-5-methyl-1-phenyl-1H-1,2,4-triazole